6-{4-[(1E)-3-methoxy-3-oxoprop-1-enyl]phenoxy}hexyl (2Z)-2-methylbut-2-enoate C/C(/C(=O)OCCCCCCOC1=CC=C(C=C1)\C=C\C(=O)OC)=C/C